O=C1NC(CCC1N1C(OC2=C1C=CC(=C2)C2CCN(CC2)CCC2(CCN(CC2)C(=O)OC(C)(C)C)O)=O)=O tert-butyl 4-(2-(4-(3-(2,6-dioxopiperidin-3-yl)-2-oxo-2,3-dihydrobenzo[d]oxazol-6-yl)piperidin-1-yl)ethyl)-4-hydroxypiperidine-1-carboxylate